C(=O)O.ClC=1C(=NC(=NC1)NC1=CC(=CC(=C1)F)Cl)NC=1C=CC2=C(NC(O2)=O)C1 5-(5-chloro-2-(3-chloro-5-fluorophenylamino)pyrimidin-4-ylamino)benzo[d]oxazol-2(3H)-one formate salt